C(C=C)(=O)OC1=C(C=C(C=C1C(C)(C)CC)C(C)(C)CC)C(C)C1=C(C(=CC(=C1)C(C)(C)CC)C(C)(C)CC)O 2-[1-(2-hydroxy-3,5-ditert-pentyl-phenyl)-ethyl]-4,6-ditert-pentyl-phenyl acrylate